C(C)OC1CCN(CC1)C(=O)C1=C(C=C(C#N)C=C1)C1=NN(C=C1)C(C)C 4-(4-ethoxypiperidine-1-carbonyl)-3-(1-isopropylpyrazol-3-yl)benzonitrile